5-benzyl-N-((3S,5R)-5-fluoro-1-methyl-2-oxo-2,3,4,5-tetrahydro-1H-benzo[b]azepin-3-yl)-4H-1,2,4-triazole-3-carboxamide C(C1=CC=CC=C1)C=1NC(=NN1)C(=O)N[C@H]1C[C@H](C2=C(N(C1=O)C)C=CC=C2)F